(1S,4S)-tert-Butyl 5-(4-((3-chloro-4-(difluoromethoxy)-2-fluorophenyl)amino)pyrido[3,2-d]pyrimidin-6-yl)-2,5-diazabicyclo[2.2.1]heptane-2-carboxylate ClC=1C(=C(C=CC1OC(F)F)NC=1C2=C(N=CN1)C=CC(=N2)N2[C@@H]1CN([C@H](C2)C1)C(=O)OC(C)(C)C)F